2-(cyclohex-1-en-1-yl)imidazo[1,2-b]pyridazine-8-carboxylic acid C1(=CCCCC1)C=1N=C2N(N=CC=C2C(=O)O)C1